S(=O)(=O)([O-])[O-].CN1C(=[N+](C=C1)C)C.CN1C(=[N+](C=C1)C)C 1,2,3-trimethylimidazolium sulfate